ClC=1C=C2C(=CN=C(C2=CN1)N1CCCC1)C(=C)C 6-chloro-4-(prop-1-en-2-yl)-1-(pyrrolidin-1-yl)-2,7-naphthyridine